2-(5-(1,3-Dioxolan-2-yl)-1-methyl-1H-imidazol-2-yl)-5-cyclopropyl-3-(ethylsulfonyl)pyridine O1C(OCC1)C1=CN=C(N1C)C1=NC=C(C=C1S(=O)(=O)CC)C1CC1